CP(C1=CSC=C1P(C)C)C 3,4-bis(dimethylphosphino)-thiophene